FC1=C(C(=C(C(=C1[B-](C1=C(C(=C(C(=C1F)F)F)F)F)(C1=C(C(=C(C(=C1F)F)F)F)F)C1=C(C(=C(C(=C1F)F)F)F)F)F)F)F)F.C[NH+](C1=C(C=C(C=C1C)C)C)C N,N-dimethyl-(2,4,6-trimethylanilinium) tetrakis(pentafluorophenyl)borate